pentaerythritol tetraoctyl-thiopropionate C(CCCCCCC)C(C(C(=S)OCC(CO)(CO)CO)(CCCCCCCC)CCCCCCCC)CCCCCCCC